(S)-2-((2-hydroxyethyl)amino)-2-phenylcyclohexan-1-one OCCN[C@]1(C(CCCC1)=O)C1=CC=CC=C1